Methyl O-(tert-butyldimethylsilyl)-N-(2-(4-((tetrahydro-2H-pyran-4-yl)carbamoyl)piperidin-1-yl)thiazole-4-carbonyl)-L-serinate [Si](C)(C)(C(C)(C)C)OC[C@H](NC(=O)C=1N=C(SC1)N1CCC(CC1)C(NC1CCOCC1)=O)C(=O)OC